2-(3-cyano-4-(4-((3-hydroxypropyl)(methyl)amino)phenyl)-5,5-dimethylfuran-2(5H)-ylidene)malononitrile C(#N)C=1C(OC(C1C1=CC=C(C=C1)N(C)CCCO)(C)C)=C(C#N)C#N